C(C)S(=O)(=O)C1=CC=C(C=C1)N1CC=2C(=NC=CC2C1=O)C1=C(C=CC=C1)OCC(F)(F)F 2-[4-(ethanesulfonyl)phenyl]-4-[2-(2,2,2-trifluoroethoxy)phenyl]-2,3-dihydro-1H-pyrrolo[3,4-c]pyridin-1-one